3-(difluoromethyl)-1-methyl-N-((3S)-1,1,3-trimethyl-2,3-dihydro-1H-inden-4-yl)-1H-pyrazole-4-carboxamide FC(C1=NN(C=C1C(=O)NC1=C2[C@H](CC(C2=CC=C1)(C)C)C)C)F